2-chloro-5-((2-methoxyphenyl)ethynyl)pyridin-4-amine ClC1=NC=C(C(=C1)N)C#CC1=C(C=CC=C1)OC